3-(6-bromopyridin-2-yl)-6-cyclopropylimidazo[1,2-b]pyridazine BrC1=CC=CC(=N1)C1=CN=C2N1N=C(C=C2)C2CC2